C(CCC)OC(C)=O.C(C)OC(CC(=O)C)=O Acetoacetic acid ethyl ester butyl-acetate